5-(2-chloro-3-fluorophenyl)-3-((thiazol-2-ylmethyl)amino)-4H-benzo[e][1,2,4]thiadiazine 1,1-dioxide ClC1=C(C=CC=C1F)C1=CC=CC2=C1NC(=NS2(=O)=O)NCC=2SC=CN2